2-(6-(1H-pyrazol-4-yl)pyridazine-3-carboxamido)-4-(5-(6-(1H-pyrazol-4-yl)pyridazine-3-carboxamido)-4-carboxy-2-fluorophenethoxy)-5-fluorobenzoic acid N1N=CC(=C1)C1=CC=C(N=N1)C(=O)NC1=C(C(=O)O)C=C(C(=C1)OCCC1=C(C=C(C(=C1)NC(=O)C=1N=NC(=CC1)C=1C=NNC1)C(=O)O)F)F